(S)-5-((3-(4-(4-fluorophenyl)-1H-imidazol-2-yl)chroman-6-yl)oxy)-3,4-dihydro-1,8-naphthyridin-2(1H)-one FC1=CC=C(C=C1)C=1N=C(NC1)[C@H]1COC2=CC=C(C=C2C1)OC1=C2CCC(NC2=NC=C1)=O